N=1C=CC=2C1C=C1OCC=CN=C1N2 pyrrolo[2',3':5,6]pyrido[3,2-b][1,4]oxazepin